C(CC)C1(C=CC=C1)[Hf+2]C1(C=CC=C1)CCC bis(n-propylcyclopentadienyl)Hafnium (IV)